methyl (2R)-2-(tert-butoxycarbonylamino)-4-(1-methylcyclobutyl)butanoate C(C)(C)(C)OC(=O)N[C@@H](C(=O)OC)CCC1(CCC1)C